3-(1-aminoethyl)-5-methoxybenzoate NC(C)C=1C=C(C(=O)[O-])C=C(C1)OC